C(CCCCCCCCCCCCCCCCC)OC(CCC1=CC(=C(C(=C1)C(C)(C)C)O)C(C)(C)C)=O 3,5-ditert-butyl-4-hydroxybenzenepropionic acid octadecyl ester